7-(cyclopropylsulfonylamino)-N-(3-(4-fluorophenyl)pyridin-4-yl)quinazoline-2-carboxamide C1(CC1)S(=O)(=O)NC1=CC=C2C=NC(=NC2=C1)C(=O)NC1=C(C=NC=C1)C1=CC=C(C=C1)F